2-bromo-1-(5-methoxy-2-methyl-1H-indol-3-yl)ethan-1-one benzyl-(S)-3-((6-(2-fluoro-5-((phenylmethyl)sulfonamido)phenyl)quinazolin-2-yl)amino)piperidine-1-carboxylate C(C1=CC=CC=C1)OC(=O)N1C[C@H](CCC1)NC1=NC2=CC=C(C=C2C=N1)C1=C(C=CC(=C1)NS(=O)(=O)CC1=CC=CC=C1)F.BrCC(=O)C1=C(NC2=CC=C(C=C12)OC)C